BrC=1C=C(C=2N(C1)C=C(N2)C(=O)N2C[C@H]([C@@]1(CC2)NCC2=CC=CC=C2C1)O)CO (6-bromo-8-(hydroxymethyl)imidazo[1,2-a]pyridin-2-yl)((3R,3'R)-3'-hydroxy-1,4-dihydro-2H-spiro[isoquinoline-3,4'-piperidin]-1'-yl)methanone